(2S,3S)-3-(((benzyloxy)carbonyl)amino)-2-(3-bromo-2-fluorobenzyl)pyrrolidine-1-carboxylic acid tert-butyl ester C(C)(C)(C)OC(=O)N1[C@H]([C@H](CC1)NC(=O)OCC1=CC=CC=C1)CC1=C(C(=CC=C1)Br)F